(2r,4r)-4-((6-((1-(tert-butoxycarbonyl)-5-methyl-1H-pyrazol-3-yl)amino)-3-fluoropyridin-2-yl)methyl)-2-methyl-1-(2-(trifluoromethyl)-benzoyl)piperidine-4-carboxylic acid methyl ester COC(=O)[C@]1(C[C@H](N(CC1)C(C1=C(C=CC=C1)C(F)(F)F)=O)C)CC1=NC(=CC=C1F)NC1=NN(C(=C1)C)C(=O)OC(C)(C)C